C(C1=CC=CC=C1)OCC1=CC=C(C(=O)NC2=C(C=CC(=C2)B2OC(C(O2)(C)C)(C)C)F)C=C1 4-((benzyloxy)methyl)-N-(2-fluoro-5-(4,4,5,5-tetramethyl-1,3,2-dioxaborolan-2-yl)phenyl)benzamide